C(N)(=O)[C@@H]1C[C@@]2(CN1C([C@H](CC(C)(C)F)N(C(OC(C)(C)C)=O)C([2H])([2H])[2H])=O)C(NC1=CC(=CC=C12)C(F)(F)F)=O tert-butyl ((S)-1-((3R,5'S)-5'-carbamoyl-2-oxo-6-(trifluoromethyl)spiro[indoline-3,3'-pyrrolidin]-1'-yl)-4-fluoro-4-methyl-1-oxopentan-2-yl)(methyl-d3)carbamate